C1(CC1)C1=C(C(=NO1)C1=C(C=NC=C1Cl)Cl)COC12CCC(CC1)(CC2)/C=C/C2=CC=C1C=CN=C(C1=C2)N2CCOCC2 (E)-7-(2-(4-((5-Cyclopropyl-3-(3,5-dichloropyridin-4-yl)isoxazol-4-yl)methoxy)bicyclo[2.2.2]octan-1-yl)vinyl)-1-morpholinoisochinolin